N-(4-(6-(((2-((tetrahydro-2H-pyran-4-yl)methyl)-1,2,3,4-tetrahydroisoquinolin-5-yl)methyl)amino)pyridazin-3-yl)phenyl)acetamide O1CCC(CC1)CN1CC2=CC=CC(=C2CC1)CNC1=CC=C(N=N1)C1=CC=C(C=C1)NC(C)=O